FCC(=CF)F 3,1,2-trifluoropropene